8-benzyloxy-5-[(R)-2-bromo-1-hydroxyethyl]-(1H)-quinolin-2-one C(C1=CC=CC=C1)OC=1C=CC(=C2C=CC(NC12)=O)[C@H](CBr)O